C(C)(C)(C)OC(N(C)CC(CC1=CC=C(C=C1)NC=1C(=NC(=CC1)OCC1=CC=CC=C1)OCC1=CC=CC=C1)(F)F)=O.ClC1=C(C=CC(=C1)I)OC(F)(F)F 2-chloro-4-iodo-1-(trifluoromethoxy)benzene tert-butyl-N-[3-[4-[(2,6-dibenzyloxy-3-pyridyl)amino]phenyl]-2,2-difluoro-propyl]-N-methyl-carbamate